N1(N=CC=C1)C1=CC=CC(=N1)N1C(N(C2=C1C=CC=C2)CC2CCC(CC2)NC(C2=C(N=CC(=C2)Cl)C)=O)=O N-((1r,4r)-4-((3-(6-(1H-pyrazol-1-yl)pyridin-2-yl)-2-oxo-2,3-dihydro-1H-benzo[d]imidazol-1-yl)methyl)cyclohexyl)-5-chloro-2-methylnicotinamide